(1R,3R,4R)-N-((R)-1-cyano-2-((R)-2-oxopiperidin-3-yl)ethyl)-2-((2,5-difluorophenyl)-D-alanyl)-5,5-difluoro-2-azabicyclo[2.2.2]octane-3-carboxamide C(#N)[C@@H](C[C@@H]1C(NCCC1)=O)NC(=O)[C@@H]1N([C@H]2CC([C@@H]1CC2)(F)F)C([C@H](NC2=C(C=CC(=C2)F)F)C)=O